OC1=CC=C(C=C1)C1CCC(CC1)N1CCN(CC1)C(=O)OC(C)(C)C tert-butyl 4-[4-(4-hydroxyphenyl)cyclohexyl]piperazine-1-carboxylate